P(=O)(O)(O)OCC1=C[C@H]([C@@](O1)(N1C=NC=2C(=O)NC(NC(C(C)C)=O)=NC12)C(C1=CC=CC=2C3=CC=CC=C3CC12)C1=CC=CC=2C3=CC=CC=C3CC12)O[Si](C)(C)C(C)(C)C Difluorenylmethyl-2'-O-(tert-butyldimethylsilyl)-3'-deoxy-3',4'-didehydro-2-N-isobutyryl-guanosine-5'-phosphate